C(CCCCC)OP(=O)(OCCCCCC)[O-].C(CCCCCCCCCCCC)[NH3+] tridecyl-ammonium (dihexyl)phosphate